C(\C=C\C(=O)O)(=O)NN fumaric acid hydrazide